tert-butyl [2,3'-bipyrrolidine]-1-carboxylate N1(C(CCC1)C1CNCC1)C(=O)OC(C)(C)C